Cl.O=CCCCC(=O)O 5-oxo-pentanoate hydrochloride salt